(S)-(2'-(methoxymethyl)-4-(3-(5-(trifluoromethyl)pyridin-2-yloxy)pyrrolidin-1-yl)biphenyl-3-yl)methanol COCC1=C(C=CC=C1)C1=CC(=C(C=C1)N1C[C@H](CC1)OC1=NC=C(C=C1)C(F)(F)F)CO